BrC=1C=CC2=C(N(N=N2)[C@H](C)C2=C(C=C(C=C2)Cl)Cl)C1F (R)-6-bromo-1-(1-(2,4-dichlorophenyl)ethyl)-7-fluoro-1H-benzo[d][1,2,3]triazole